(6-chloro-3-methylpyrazin-2-yl)ethanol ClC1=CN=C(C(=N1)C(C)O)C